trimethyl-(14-((tetrahydro-2H-pyran-2-yl)oxy)tetradec-1-yn-1-yl)silane C[Si](C#CCCCCCCCCCCCCOC1OCCCC1)(C)C